N-(3-(1H-Pyrazol-4-yl)-1H-indazol-5-yl)-5-cyano-3,4-dimethylpicolinamide N1N=CC(=C1)C1=NNC2=CC=C(C=C12)NC(C1=NC=C(C(=C1C)C)C#N)=O